6-fluoro-1-[[trans-4-[(3S)-3-(6-methyl-3-pyridyl)isoxazolidine-2-carbonyl]cyclohexyl]methyl]indazole-5-carbonitrile FC1=C(C=C2C=NN(C2=C1)C[C@@H]1CC[C@H](CC1)C(=O)N1OCC[C@H]1C=1C=NC(=CC1)C)C#N